1-Lactulose C([C@@H]1[C@@H]([C@@H]([C@H]([C@@H](O1)OCC(=O)[C@H]([C@@H]([C@@H](CO)O)O)O)O)O)O)O